C(C)(C)[C@@H]1[C@H](C1)C=1C=C(N=NC1C)C=1C=NCNC1 5-[5-[(1S,2R)-2-isopropylcyclopropyl]-6-methyl-pyridazin-3-yl]-1H-pyrimidine